NC1=NC=NC2=CC(=C(C=C12)OC1CCN(CC1)C(=O)OC(C)(C)C)OC tert-butyl 4-((4-amino-7-methoxyquinazolin-6-yl)oxy)piperidine-1-carboxylate